9-trifluoromethoxypyrido[2',3':4,5]pyrimido[1,2-a]indol-5(11H)-one FC(OC1=CC=2CC=3N(C2C=C1)C(C1=C(N3)N=CC=C1)=O)(F)F